S(=O)(=O)(O)C1=CC=C(C)C=C1.C(C)N[C@@H](C)CC1=CC2=C(C=C1)OCO2 (S)-N-ethyl-3,4-methylenedioxyamphetamine tosylate salt